7-fluoro-3,5-dihydrobenzo[e][1,4]oxazepin-2(1H)-one FC1=CC2=C(NC(COC2)=O)C=C1